N-(2-(5-bromopyridin-2-yl)-5-methyl-octahydrocyclopenta[c]pyrrol-5-yl)-5-fluoro-2-methylbenzamide BrC=1C=CC(=NC1)N1CC2C(C1)CC(C2)(C)NC(C2=C(C=CC(=C2)F)C)=O